ClC1=CC=CC(=N1)C(CNC(=O)C1=NOC(=C1)C1=NC=C(C=C1F)F)(C)C=1C=NN(C1OC)C N-[2-(6-chloro-2-pyridyl)-2-(5-methoxy-1-methyl-pyrazol-4-yl)propyl]-5-(3,5-difluoro-2-pyridyl)isoxazole-3-carboxamide